Cl\C=C\Cl 1,2trans-dichloroethylene